CC1(OB(OC1(C)C)C1=C2C(=NC(=C1)N)NC=C2)C 4-(4,4,5,5-tetramethyl-1,3,2-dioxaborolan-2-yl)-1H-pyrrolo[2,3-b]pyridin-6-amine